O[C@H](C)C1=NC(=C2C=C(N=CC2=C1)NC(=O)[C@H]1CNCCC1)NC(C)C (R)-N-(7-((R)-1-hydroxyethyl)-5-(isopropylamino)-2,6-naphthyridin-3-yl)piperidine-3-carboxamide